S(=O)(=O)([O-])[O-].[OH-].[Al+3] Aluminium Hydroxide Sulphate